CC1(OC[C@H](O1)CNS(=O)(=O)C1=NC=C(C=C1)NC=1OC(=CN1)C1=CC=C(C=C1)C(F)(F)F)C |r| rac-N-((2,2-dimethyl-1,3-dioxolan-4-yl)methyl)-5-((5-(4-(trifluoromethyl)phenyl)oxazol-2-yl)amino)pyridine-2-sulfonamide